ClC=1C(=C(C=CC1)[C@H](C)OC=1C2=C(N=CN1)C=CC(=N2)O[C@@H]2CN(CC2)C(C=C)=O)F 1-[(3S)-3-[4-[(1S)-1-(3-chloro-2-fluoro-phenyl)ethoxy]pyrido[3,2-d]pyrimidin-6-yl]oxypyrrolidin-1-yl]prop-2-en-1-one